C1(C=CCC=2CC=CCC12)C(=O)O 1,4,5,8-Tetrahydro-1-naphthoic Acid